4-isobutyryl-3-methylpiperazin C(C(C)C)(=O)N1C(CNCC1)C